FC1=C(C=C(C(=C1)F)C1=NC=NC2=CC(=CC=C12)N1CCOCC1)C(C(=O)N)C=1N=NC(=CC1)OC 2-[2,4-Difluoro-5-(7-morpholin-4-yl-quinazolin-4-yl)-phenyl]-2-(6-methoxy-pyridazin-3-yl)acetamide